FC(F)(F)OC(C)=O.C(C)(C)(C)OC(N)=O carbamic acid tert-butyl ester trifluoromethyl-acetate